(3aR,5s,6aS)-2-(((R)-1,4-dioxan-2-yl)methyl-d2)-N-(6-(4-(trifluoromethyl)pyridin-3-yl)pyridazin-3-yl)octahydrocyclopenta[c]pyrrol-5-amine O1[C@@H](COCC1)C(N1C[C@@H]2[C@H](C1)CC(C2)NC=2N=NC(=CC2)C=2C=NC=CC2C(F)(F)F)([2H])[2H]